1-(((1s,2s,5s,6r)-6-(fluoromethyl)-4-oxo-3-azabicyclo[3.1.0]hex-2-yl)methoxy)-7-methoxyisoquinoline-6-carboxamide FC[C@H]1[C@H]2C(N[C@@H]([C@H]12)COC1=NC=CC2=CC(=C(C=C12)OC)C(=O)N)=O